(S)-N-(1-cyanocyclopropyl)-4-(hexahydropyrrolo[1,2-a]pyrazin-2(1H)-yl)-9H-pyrimido[4,5-b]indole-7-sulfonamide C(#N)C1(CC1)NS(=O)(=O)C1=CC=C2C3=C(NC2=C1)N=CN=C3N3C[C@H]1N(CC3)CCC1